C(C)C(C(=O)O)CCCCCCCC.C(C)OC(CCCCCCCCC)=O.ClC1=C(C=CC=C1C=1C=C2CC(N(C2=CC1)CC1=NC=CC=N1)=O)C1C(NC(CC1)=O)=O 3-[2-chloro-3-[2-oxo-1-(pyrimidin-2-ylmethyl)indolin-5-yl]phenyl]piperidine-2,6-dione ethyl-decanoate (Ethyl-Decanoate)